O\N=C(/N)\C1=NC(=NC(=C1)C(F)(F)F)SC (Z)-N'-hydroxy-2-(methylthio)-6-(trifluoromethyl)pyrimidine-4-carboximidamide